(3S)-N-cyclopropyl-1-(3-pyridazin-3-yl-1H-pyrrolo[2,3-b]pyridin-4-yl)piperidin-3-amine C1(CC1)N[C@@H]1CN(CCC1)C1=C2C(=NC=C1)NC=C2C=2N=NC=CC2